BrCC(/C=C/C1=CC=CC2=CC=CC=C12)Cl (E)-1-(4-bromo-3-chlorobut-1-en-1-yl)naphthalene